4-(aminomethyl)-6-(5-(7-chloro-1-oxo-2,3-dihydro-1H-isoindol-2-yl)-1-methyl-1H-pyrazol-4-yl)phthalazin-1(2H)-one NCC1=NNC(C2=CC=C(C=C12)C=1C=NN(C1N1C(C2=C(C=CC=C2C1)Cl)=O)C)=O